FC1=C(C=CC=C1OC)C1CN(C1)C(C[C@@H]1CN(CC1)C#N)=O (R)-3-(2-(3-(2-fluoro-3-methoxyphenyl)azetidin-1-yl)-2-oxoethyl)pyrrolidine-1-carbonitrile